3-(2-methoxy-2-oxoethyl)-4-(prop-1-en-2-yl)cyclopentane-1,1-dicarboxylic acid dimethyl ester COC(=O)C1(CC(C(C1)C(=C)C)CC(=O)OC)C(=O)OC